COC=1C=C(C=CC1)OC(C1=CC=C(C=C1)N)=O 4-aminobenzoic acid-3-methoxyphenyl ester